1-cyclopropyl-N-((6-morpholinopyridazin-3-yl)methyl)methylamine C1(CC1)CNCC=1N=NC(=CC1)N1CCOCC1